C(C)(=O)C1=CC=C(C=C1)C=1N(C=C(N1)C#N)CC 2-(4-acetylphenyl)-1-ethyl-1H-imidazole-4-carbonitrile